3-(2,5-Dimethoxyphenyl)pyrrolidine hydrochloride Cl.COC1=C(C=C(C=C1)OC)C1CNCC1